FC1=CC=CC2=C1N=C(O2)[C@H]2N(CCC1=C2N=CN1)C(=O)C1=C(N=CO1)C(F)(F)F (S)-(4-(4-fluorobenzo[d]oxazol-2-yl)-6,7-dihydro-1H-imidazo[4,5-c]pyridin-5(4H)-yl)(4-(trifluoromethyl)oxazol-5-yl)methanone